1-[3-acetyl-6-[5-[(6-methylpyridazin-3-yl)amino]benzimidazol-1-yl]-2-pyridinyl]-3-methyl-azetidine-3-carbonitrile C(C)(=O)C=1C(=NC(=CC1)N1C=NC2=C1C=CC(=C2)NC=2N=NC(=CC2)C)N2CC(C2)(C#N)C